BrC1=C(C(=O)OC)C=CC(=C1)N1CCNCC1 methyl 2-bromo-4-(piperazin-1-yl)-benzoate